(2-(difluoromethoxy)-6-methylpyridin-3-yl)methanol FC(OC1=NC(=CC=C1CO)C)F